C(#N)C=1C(=C(C(=NC1)C(=O)NC=1C=C2C(=NN(C2=CC1)C1OCCCC1)C1CC1)C)C 5-Cyano-N-(3-cyclopropyl-1-(tetrahydro-2H-pyran-2-yl)-1H-indazol-5-yl)-3,4-dimethylpicolinamide